(1-((2R,5S)-2,5-dimethylpiperazin-1-yl)ethyl)quinoxaline C[C@H]1N(C[C@@H](NC1)C)C(C)C1=NC2=CC=CC=C2N=C1